O[C@@H]1[C@@H](CO[C@@H]([C@@H]1O)CO)C(=O)N1CCN(CC1)C(C)=O 1-(4-((3R,4R,5R,6R)-4,5-dihydroxy-6-(hydroxymethyl)tetrahydro-2H-pyran-3-carbonyl)piperazin-1-yl)ethan-1-one